ClC=1C(=NC(=NC1)N1CCN(CC1)C(=O)N1N=CC[C@H]1C=1C=C(C#N)C=C(C1)F)C(=O)N1CC(C1)OC (S)-3-(1-(4-(5-chloro-4-(3-methoxyazetidine-1-carbonyl)pyrimidin-2-yl)piperazine-1-carbonyl)-4,5-dihydro-1H-pyrazol-5-yl)-5-fluorobenzonitrile